(3-amino-4'-fluoro-[1,1'-biphenyl]-4-yl)carbamic acid tert-butyl ester C(C)(C)(C)OC(NC1=C(C=C(C=C1)C1=CC=C(C=C1)F)N)=O